C(C)(C)(C)OC(=O)N1CC(C(CC1)(F)F)C1=CC(=[N+](C=C1)[O-])C(CO)O 4-(1-(tert-butoxycarbonyl)-4,4-difluoropiperidin-3-yl)-2-(1,2-dihydroxyethyl)pyridine 1-oxide